4,9-dihydroxypyrimido[4,5-g]pteridine-2,7-diol potassium [K].OC1=NC(=NC2=NC=3C(=NC(=NC3N=C21)O)O)O